Phosphomethylphosphonic acid P(=O)(=O)CP(O)(O)=O